C(C1=CC=CC=C1)OCC(CCl)=O 1-(benzyloxy)-3-chloropropan-2-one